NC1=C(C2=C(C=3N(C=C2)C=NN3)N1C1=C(C(=CC=C1C)O)C)C(=O)N 8-amino-9-(3-hydroxy-2,6-dimethylphenyl)-9H-pyrrolo[2,3-c][1,2,4]triazolo[4,3-a]pyridine-7-carboxamide